COC(=O)C1(CC1)OC1=C(C=C(C=C1)OC)[N+](=O)[O-] 1-(4-methoxy-2-nitrophenoxy)cyclopropane-1-carboxylic acid methyl ester